7-(2-Methyl-2-(4-(trifluoromethyl)phenoxy)propyl)-2-thia-7-azaspiro[3.5]nonane 2,2-dioxide CC(CN1CCC2(CS(C2)(=O)=O)CC1)(C)OC1=CC=C(C=C1)C(F)(F)F